NC1=CC=CC(=N1)S(=O)(=O)NC(=O)C=1C(=NC(=CC1)C1=CC(=CC(=C1)OCC(C)C)F)OCCCC1=NC=CC=C1 N-[(6-Amino-2-pyridyl)sulfonyl]-6-(3-fluoro-5-isobutoxyphenyl)-2-[3-(2-pyridyl)propoxy]pyridin-3-carboxamid